N-BOC-5-bromoanthranilic acid CC(C)(C)OC(=O)NC1=C(C=C(C=C1)Br)C(=O)O